1,1-dimethylethyl 2,3-dihydro-2-oxo-4-phenyl-1H-imidazole-1-carboxylate O=C1N(C=C(N1)C1=CC=CC=C1)C(=O)OC(C)(C)C